N-tert-butyl-2-{ethyl[2-(4-methoxypyridin-2-yl)-5H,6H,7H-cyclopenta[d]pyrimidin-4-yl]amino}acetamide C(C)(C)(C)NC(CN(C=1C2=C(N=C(N1)C1=NC=CC(=C1)OC)CCC2)CC)=O